ClC1=NC=2N[C@H](C(N(C2C=N1)C)=O)C (7S)-2-chloro-5,7-dimethyl-7,8-dihydropteridin-6(5H)-one